1,2,3,4,7,8-hexahydroazocine N1CCCC=CCC1